ethyl 2-(2-((5-(2-(aminomethyl)-3-methoxypyridin-4-yl)-1-cyclobutyl-1H-indazol-3-yl)methoxy)phenyl)acetate NCC1=NC=CC(=C1OC)C=1C=C2C(=NN(C2=CC1)C1CCC1)COC1=C(C=CC=C1)CC(=O)OCC